OC(CCCCCCCC(=O)O)CCCCCC 9-hydroxypentadecanoic acid